C(C)(C)(C)OC(COCCOCCOCCOCCO)=O.BrC1=CC=C(C=C1)S(=O)(=O)C(C(=O)C1=CC=CC=C1)SC1=NC=CC=C1 2-((4-bromophenyl)sulfonyl)-1-phenyl-2-(pyridin-2-ylthio)ethan-1-one tert-butyl-2-[2-[2-[2-(2-hydroxyethoxy)ethoxy]ethoxy]ethoxy]acetate